6-(4-phenylpiperazin-1-yl)pyridine-3-carboximidamide C1(=CC=CC=C1)N1CCN(CC1)C1=CC=C(C=N1)C(N)=N